C(C(=C)C)(=O)OCCOCCOC diethylene Glycol Monomethyl Ether Methacrylate